1,4-di-p-toluidinyl-anthraquinone N(C1=CC=C(C=C1)C)C1=CC=C(C=2C(C3=CC=CC=C3C(C12)=O)=O)NC1=CC=C(C=C1)C